NC[C@@]1(OC2=C(C1)C(=C(C=C2)Cl)C2=C(C(=NC=C2C(=O)N)OC(F)F)F)C2=CC=CC=C2 4-((2S,4S)-2-(Aminomethyl)-5-chloro-2-phenyl-2,3-dihydrobenzofuran-4-yl)-6-(difluorometh-oxy)-5-fluoronicotinamide